3'-fluoro-5'-iodo-[1,1':4',1''-terphenyl]-2',6'-dicarbonitrile FC1=C(C(=C(C(=C1C1=CC=CC=C1)I)C#N)C1=CC=CC=C1)C#N